FC1=C(C=CC=C1F)C=1C(=CC=CC1F)C=O 2',3',6-trifluoro-[1,1'-biphenyl]-2-carbaldehyde